C1CC12CCN(CC2)CC2=CC(=C1CN(C(C1=C2)=O)C2=NC(=CC(=C2)C2=C(C=CC=C2)C2=NN=CN2C)NCC)C(F)(F)F 6-((6-Azaspiro[2.5]octan-6-yl)methyl)-2-(6-(ethylamino)-4-(2-(4-methyl-4H-1,2,4-triazol-3-yl)phenyl)pyridin-2-yl)-4-(trifluoromethyl)isoindolin-1-one